FC=1C(=C(C(=CC1)F)C=1C(=CN(C1C(C1=CC=C(C=C1)O)=O)C)C(=O)N)C 4-(3,6-difluoro-2-methylphenyl)-5-(4-hydroxybenzoyl)-1-methylpyrrole-3-carboxamide